N1(CCCCC1)C1=NC(=CC(=N1)C(=O)O)NC1CCN(CC1)C1=NC=NC=C1 2-(piperidin-1-yl)-6-((1-(pyrimidin-4-yl)piperidin-4-yl)amino)pyrimidine-4-carboxylic acid